2-chloro-3-(3-(hydroxymethyl)azetidin-1-yl)benzoate ClC1=C(C(=O)[O-])C=CC=C1N1CC(C1)CO